3-ethoxy-4-fluoroaniline C(C)OC=1C=C(N)C=CC1F